trans-4-[(3,8-dimethyl-[1,2,4]triazolo[4,3-a]pyridin-6-yl)methyl]cyclohexanecarboxylic acid CC1=NN=C2N1C=C(C=C2C)C[C@@H]2CC[C@H](CC2)C(=O)O